tetradecyne-3-carbonitrile C#CC(CCCCCCCCCCC)C#N